The molecule is a 3-oxo-fatty acyl-CoA(4-) arising from deprotonation of the phosphate and diphosphate groups of 3-oxooctadecanoyl-CoA; major species at pH 7.3. It is an 11,12-saturated fatty acyl-CoA(4-) and a long-chain 3-oxo-fatty acyl-CoA(4-). It is a conjugate base of a 3-oxooctadecanoyl-CoA. CCCCCCCCCCCCCCCC(=O)CC(=O)SCCNC(=O)CCNC(=O)[C@@H](C(C)(C)COP(=O)([O-])OP(=O)([O-])OC[C@@H]1[C@H]([C@H]([C@@H](O1)N2C=NC3=C(N=CN=C32)N)O)OP(=O)([O-])[O-])O